1-(3-(2-methyl-6-(morpholine-4-carbonyl)quinolin-4-yl)piperidin-1-yl)ethan-1-one CC1=NC2=CC=C(C=C2C(=C1)C1CN(CCC1)C(C)=O)C(=O)N1CCOCC1